CN1C(CCC1)CC1=NN2C(=NC=CC2=N1)N 2-((1-methylpyrrolidin-2-yl)methyl)-[1,2,4]Triazolo-[1,5-c]Pyrimidin-5-amine